CN1CC(C=CC1)C(=O)N 1-methyl-1,2,3,6-tetrahydropyridine-3-carboxamide